ClC1=CC(=C(C(=O)C2CC(N(CC2)C(=O)OC(C)(C)C)(C)C)C=C1Cl)OCOCC[Si](C)(C)C tert-butyl 4-(4,5-dichloro-2-[[2-(trimethylsilyl)ethoxy]methoxy]benzoyl)-2,2-dimethylpiperidine-1-carboxylate